BrC=1[Se]C(=CC1CCCCCCBr)Br 2,5-dibromo-3-(6-bromohexyl)-selenophene